1,2-benzisothiazol-3[2H]-one S1NC(C2=C1C=CC=C2)=O